CS(=O)(=O)[C@@H](C)C1=CC=C(C=C1)NC=1N=CC2=C(N1)CN(CC2)C2=C(C1=C(OCCN1)N=C2)C N-{4-[(1S)-1-methanesulfonylethyl]phenyl}-7-{8-methyl-1H,2H,3H-pyrido[2,3-b][1,4]oxazin-7-yl}-5H,6H,7H,8H-pyrido[3,4-d]pyrimidin-2-amine